ethyl 7-methoxy-furo[3,2-b]pyridine-2-carboxylate COC1=C2C(=NC=C1)C=C(O2)C(=O)OCC